nitrilotris(ethane-2,1-diyl) tris(4-azido-2,3,5,6-tetrafluorobenzoate) N(=[N+]=[N-])C1=C(C(=C(C(=O)OCCN(CCOC(C2=C(C(=C(C(=C2F)F)N=[N+]=[N-])F)F)=O)CCOC(C2=C(C(=C(C(=C2F)F)N=[N+]=[N-])F)F)=O)C(=C1F)F)F)F